N-methyl-1-(methylamino)-2,7-naphthyridine-4-carboxamide CNC(=O)C1=CN=C(C2=CN=CC=C12)NC